[K+].C(CCC)C=1N(C(=C(N1)Cl)CO)CC1=CC=C(C=C1)C1=C(C=CC=C1)C1=NN=N[N-]1 5-(4'-((2-butyl-4-chloro-5-(hydroxymethyl)-1H-imidazol-1-yl)methyl)-[1,1'-biphenyl]-2-yl)tetrazol-1-ide potassium